CC1=NOC(=C1S(=O)(=O)Cl)C 3,5-dimethylisoxazole-4-sulfonyl chloride